C(C)(C)(C)C1=CC=C(C=C1)CNC(=O)[C@@H]1N([C@@H](CN(C1)[C@H](CCOC)C1=NC=CC(=C1F)C)C)C(C(C)C)=O (2R,6R)-N-[(4-tert-butylphenyl)methyl]-4-[(1R)-1-(3-fluoro-4-methylpyridin-2-yl)-3-methoxypropyl]-6-methyl-1-(2-methylpropanoyl)piperazine-2-carboxamide